2-{3-[(4-methoxyphenyl)amino]prop-1-yn-1-yl}-N-(1-methylpiperidin-4-yl)-1-(2,2,2-trifluoroethyl)-1H-indol-4-amine COC1=CC=C(C=C1)NCC#CC=1N(C=2C=CC=C(C2C1)NC1CCN(CC1)C)CC(F)(F)F